4,4,4',4',5,5,5',5'-Octaethyl-2,2'-bi(1,3,2-dioxaborolane) C(C)C1(OB(OC1(CC)CC)B1OC(C(O1)(CC)CC)(CC)CC)CC